C(C)(C)(C)OC(=O)N1C(=C(C=2C1=CC=1CCN(CC1C2)C(=O)OC(C)(C)C)C(C)C)B2OC(C(O2)(C)C)(C)C 3-isopropyl-2-(4,4,5,5-tetramethyl-1,3,2-dioxaborolan-2-yl)-7,8-dihydro-1H-pyrrolo[2,3-g]isoquinoline-1,6(5H)-dicarboxylic acid di-tert-butyl ester